5-fluoro-2-(4-methoxybenzyl)-1',7-dimethylspiro[isoindoline-1,3'-pyrrolidine]-2',3-dione FC=1C=C2C(N(C3(C(N(CC3)C)=O)C2=C(C1)C)CC1=CC=C(C=C1)OC)=O